1,4-diglycidyl-naphthalene C(C1CO1)C1=CC=C(C2=CC=CC=C12)CC1CO1